C(C)(C)(C)OC(NC1CCC(CC1)CC(C)(C)NC[C@H](O)C1=NC(=CC=C1)C#N)=O ((1R,4S)-4-(2-(((S)-2-(6-cyanopyridin-2-yl)-2-hydroxyethyl)amino)-2-methylpropyl)cyclohexyl)carbamic acid tert-butyl ester